dioleoyloxytrimethylammonium C(CCCCCCC\C=C/CCCCCCCC)(=O)OC([NH+](C)C)OC(CCCCCCC\C=C/CCCCCCCC)=O